1-(1H-indol-2-yl)propan-2-amine N1C(=CC2=CC=CC=C12)CC(C)N